O=C1C=CC(=CN1)C(=O)N1CCN(CC1)C(=O)OC(C)(C)C tert-butyl 4-(6-oxo-1,6-dihydropyridine-3-carbonyl)piperazine-1-carboxylate